C(=C)N1C=2N(C(N(C)C(C2N=C1)=O)=O)C N-Vinyl-theophylline